FC=1C=CC(=NC1)OC[C@H]1N(C2CC(C1)C2)C(=O)C2=C(C=CC(=C2)C)C=2SC=CN2 (3S)-3-{[(5-fluoropyridin-2-yl)oxy]methyl}-2-{[5-methyl-2-(1,3-thiazol-2-yl)phenyl]carbonyl}-2-azabicyclo[3.1.1]heptane